BrC1=CC=CC2=C1OC1C2OC2=C1C=CC(=C2)Cl 1-Bromo-7-chloro-4b,9b-dihydrobenzofuro[3,2-b]benzofuran